glutamine bitartrate OC(=O)C(O)C(O)C(=O)O.N[C@@H](CCC(N)=O)C(=O)O